C(C)OC1=C(C=CC=C1)C(C1=CNC2=CC=CC=C12)S(=O)(=O)C1=CC=C(C=C1)C 3-[(2-ethoxyphenyl)(4-methylbenzenesulfonyl)methyl]-1H-Indole